FC1(OC2=C(O1)C=CC(=C2)N(C(=O)C=2C=C(C=CC2)N2N=C(C=1CN(CCC12)C(=O)OC(C)(C)C)C(F)(F)F)C)F tert-Butyl 1-[3-[(2,2-difluoro-1,3-benzodioxol-5-yl)-methyl-carbamoyl]phenyl]-3-(trifluoromethyl)-6,7-dihydro-4H-pyrazolo[4,3-c]pyridine-5-carboxylate